ClC1=C(C=CC(=C1)Cl)N1N=C(C2=CC=C(C=C12)F)C(=O)O 1-(2,4-dichlorophenyl)-6-fluoroindazole-3-carboxylic acid